2-(7-(3,5-dichlorophenyl)-2-(ethylsulfonyl)pyrazolo[1,5-a]pyrimidin-3-yl)-3-methyl-6-(trifluoromethyl)-3H-imidazo[4,5-c]pyridine ClC=1C=C(C=C(C1)Cl)C1=CC=NC=2N1N=C(C2C2=NC1=C(C=NC(=C1)C(F)(F)F)N2C)S(=O)(=O)CC